(R)-3-((2-(Piperazin-1-yl)pyridin-4-yl)amino)piperidine-2,6-dione N1(CCNCC1)C1=NC=CC(=C1)N[C@H]1C(NC(CC1)=O)=O